5-OXO-4,5-DIHYDROIMIDAZO[1,5-A]QUINAZOLINE O=C1NC=2N(C3=CC=CC=C13)C=NC2